[4-(4-Hydroxyphenyl)piperazin-1-yl]-(2-morpholino-4-pyridyl)methanone OC1=CC=C(C=C1)N1CCN(CC1)C(=O)C1=CC(=NC=C1)N1CCOCC1